C(C1=CC=CC=C1)OC=1C=CC(=C(C1)C(=O)N1CC2(C1)CC(C2)N2N=C(C=C2C=2C(=NC=CC2)OCC2=CC=CC=C2)C(F)(F)F)F (5-(benzyloxy)-2-fluorophenyl)(6-(5-(2-(benzyloxy)pyridin-3-yl)-3-(trifluoromethyl)-1H-pyrazol-1-yl)-2-azaspiro[3.3]heptan-2-yl)methanone